(S)-2-(3-chloro-4-((3-(4-methoxy-3-(pentyloxy)phenyl)-6-methyl-2-oxotetrahydropyrimidin-1(2H)-yl)methyl)-1H-pyrrolo[2,3-b]pyridin-1-yl)acetic acid ClC1=CN(C2=NC=CC(=C21)CN2C(N(CC[C@@H]2C)C2=CC(=C(C=C2)OC)OCCCCC)=O)CC(=O)O